4-(2-((4-cyanophenyl)sulfonyl)propan-2-yl)-N-(6-fluoro-pyridin-3-yl)piperidine-1-carboxamide C(#N)C1=CC=C(C=C1)S(=O)(=O)C(C)(C)C1CCN(CC1)C(=O)NC=1C=NC(=CC1)F